N-(3-carbamoyltetrahydrofuran-3-yl)-5-((2-methoxypyridin-3-yl)methoxy)-2-methylbenzofuran C(N)(=O)C1(COCC1)N1C(C(=CC=C1)COC=1C=CC2=C(C=C(O2)C)C1)OC